boron di(tartaric acid) C(C(O)C(O)C(=O)O)(=O)O.C(C(O)C(O)C(=O)O)(=O)O.[B]